2,5-di-n-octylphenol C(CCCCCCC)C1=C(C=C(C=C1)CCCCCCCC)O